4-(6-Fluoro-1,2,3,4-tetrahydroquinoline-2-yl)benzenesulfonamide FC=1C=C2CCC(NC2=CC1)C1=CC=C(C=C1)S(=O)(=O)N